FC1=CC=CC=2N=C(SC21)N(CCC2=CC=C(C=C2)OC)CC2=CC=C(C=C2)N2N=CC(=C2)C(=O)O 1-(4-(((7-fluorobenzo[d]thiazol-2-yl)(4-methoxyphenethyl)amino)-methyl)phenyl)-1H-pyrazole-4-carboxylic acid